N-methyl-methylsulfamoylamide C[N-]S(NC)(=O)=O